aluminum sec-butoxide CC([O-])CC.[Al+3].CC([O-])CC.CC([O-])CC